C(C)[C@H]1CN(CCO1)[C@H]1C[C@H](CC1)C1=NC(=NN1C(C)C)C=1C=NC(=CC1)C(F)(F)F (S)-2-ethyl-4-((1R,3S)-3-(1-isopropyl-3-(6-(trifluoromethyl)pyridin-3-yl)-1H-1,2,4-triazol-5-yl)cyclopentyl)morpholine